4-[(2R)-3-(3,4-dihydro-1H-isoquinolin-2-yl)-2-hydroxy-propyl]-8-[(3-fluoro-1-(2-fluoroethyl)-4-piperidyl)oxy]-2,3-dihydro-1,4-benzoxazepin-5-one C1N(CCC2=CC=CC=C12)C[C@H](CN1CCOC2=C(C1=O)C=CC(=C2)OC2C(CN(CC2)CCF)F)O